3-cyclobutyl-1-(4-fluorophenyl)-4-[4-(4-methoxy-1-piperidyl)-1-piperidyl]pyrazolo[3,4-b]pyridine-6-carboxylic acid C1(CCC1)C1=NN(C2=NC(=CC(=C21)N2CCC(CC2)N2CCC(CC2)OC)C(=O)O)C2=CC=C(C=C2)F